C1(CC1)N1[C@@H](CCC1)CO (2S,4R)-1-cyclopropylpyrrolidine-2-methanol